NC1CC(C1)OC1=CC=C(C=C1)C1(CCOCC1)C1=CC=C(C=C1)O 4-(4-(4-(3-aminocyclobutanoxy)phenyl)tetrahydro-2H-pyran-4-yl)phenol